NC(C(CCC(=O)OCC)C1=CC=CC=2C(=C(OC21)I)F)=O ethyl 5-amino-4-(3-fluoro-2-iodobenzofuran-7-yl)-5-oxopentanoate